5-(2,5-dimethyl-1,2,3,4-tetrahydroisoquinolin-7-yl)-3-(1-(1-ethylazetidin-3-yl)-1H-pyrazol-4-yloxy)pyrazin-2-amine CN1CC2=CC(=CC(=C2CC1)C)C=1N=C(C(=NC1)N)OC=1C=NN(C1)C1CN(C1)CC